2-[3-methyl-4-[[(3R)-3-piperidyl]amino]isoxazolo[4,5-d]pyridazin-7-yl]-5-(trifluoromethyl)phenol CC1=NOC2=C1C(=NN=C2C2=C(C=C(C=C2)C(F)(F)F)O)N[C@H]2CNCCC2